[N+](=O)([O-])C1=C(C=CC=C1)/C=C/C(=O)O (E)-3-(2-nitrophenyl)-acrylic acid